N-methyl-N-((S)-1-(2-oxopropionyl)pyrrolidine-3-carbonyl)-L-valine CN([C@@H](C(C)C)C(=O)O)C(=O)[C@@H]1CN(CC1)C(C(C)=O)=O